tert-butyl (2R,3S,4S)-3-(acetyloxy)-4-[(tert-butoxycarbonyl)oxy]-2-{[4'-(trifluoromethyl)-[1,1'-biphenyl]-4-yl]methyl}pyrrolidine-1-carboxylate C(C)(=O)O[C@H]1[C@H](N(C[C@@H]1OC(=O)OC(C)(C)C)C(=O)OC(C)(C)C)CC1=CC=C(C=C1)C1=CC=C(C=C1)C(F)(F)F